6-methoxy-2,3-dihydro-1H-indene-1-carboxylic acid COC1=CC=C2CCC(C2=C1)C(=O)O